2-Chloro-N-(2-cyano-4-(trifluoromethoxy)phenyl)-N-(2-((4,4-difluorocyclohexyl)amino)-2-oxo-1-(pyrimidin-5-yl)ethyl)acetamide ClCC(=O)N(C(C(=O)NC1CCC(CC1)(F)F)C=1C=NC=NC1)C1=C(C=C(C=C1)OC(F)(F)F)C#N